ClC1=C(C=C(C=C1)F)C1N(C(C2=C1C(=CC=1N2C=C(N1)C(=O)OCC)NC(C1=CC(=CC(=C1)C(F)(F)F)F)=O)=O)CC1=CC=C(C=C1)OC ethyl 3-(2-chloro-5-fluorophenyl)-4-(3-fluoro-5-(trifluoromethyl)benzamido)-2-(4-methoxybenzyl)-1-oxo-2,3-dihydro-1H-imidazo[1,2-a]pyrrolo[3,4-e]pyridine-7-carboxylate